(1R,3R)-5-(2-((1R,3aS,7aR,E)-1-((R)-5-((R)-3-fluoropyrrolidin-1-yl)pentan-2-yl)-7a-methyl-octahydro-4H-inden-4-ylidene)ethylidene)cyclohexane-1,3-diol F[C@H]1CN(CC1)CCC[C@@H](C)[C@H]1CC[C@H]2\C(\CCC[C@]12C)=C\C=C1C[C@H](C[C@@H](C1)O)O